ClC=1C(=NC(=NC1)NC1=CC(=C(C=C1)N1CCOCC1)F)N1C=CC2=C(C(=CC=C12)NC(C=C)=O)C N-[1-[5-chloro-2-(3-fluoro-4-morpholino-anilino)pyrimidin-4-yl]-4-methyl-indol-5-yl]prop-2-enamide